carbene-silver C=[Ag]